BrC1=CC=C(C=C1)/N=N/C1=CNC2=CC=C(C=C12)[N+](=O)[O-] (E)-3-((4-bromophenyl)diazenyl)-5-nitro-1H-indole